(Z)-2-(4-((1-(2-(2,6-dioxopiperidin-3-yl)-1,3-dioxoisoindol-5-yl)azetidin-3-yl)methyl)piperazin-1-yl)-N-(5-((5-fluoro-2-oxoindole-3-ylidene)methyl)-4-methyl-1H-pyrrol-3-yl)acetamide O=C1NC(CCC1N1C(C2=CC=C(C=C2C1=O)N1CC(C1)CN1CCN(CC1)CC(=O)NC1=CNC(=C1C)\C=C\1/C(NC2=CC=C(C=C12)F)=O)=O)=O